BrC=1C=C2C=CC=NC2=CC1CNC[C@@H](C)O (R)-1-(((6-bromoquinolin-7-yl)methyl)amino)propan-2-ol